2-[3-(4-ethylpyrazol-1-yl)-1-[2-[4-(4-tetrahydropyran-4-ylpiperazine-1-carbonyl)anilino]-[1,2,4]triazolo[1,5-a]pyridin-8-yl]azetidin-3-yl]acetonitrile C(C)C=1C=NN(C1)C1(CN(C1)C=1C=2N(C=CC1)N=C(N2)NC2=CC=C(C=C2)C(=O)N2CCN(CC2)C2CCOCC2)CC#N